ClC=1C=CC=2N=CN=C(C2N1)NC1=CC(=C(C=C1)Cl)OC 6-chloro-N-(4-chloro-3-methoxyphenyl)pyrido[3,2-d]pyrimidin-4-amine